FC(F)(F)OOC(F)(F)F bis-trifluoromethyl peroxide